5-nitrobenzo[c]isothiazol-3-amine [N+](=O)([O-])C1=CC=2C(=NSC2N)C=C1